C(C)(C)N([Si](O[Si](C)(C)C)(C)C)C(C)C 1-diisopropylamino-1,1,3,3,3-pentamethyl-disiloxane